FC1(CCC(CC1)NCC[C@@H]1[C@@H](CCC1)OC1=C(C=CC(=C1)C)S(=O)(=O)N1[C@@H](CCC1)C(=O)OC(C)(C)C)F |o1:10,11| tert-butyl ((2-(((1R*,2R*)-2-(2-((4,4-difluorocyclohexyl)amino)ethyl)cyclopentyl)oxy)-4-methylphenyl)sulfonyl)-L-prolinate